(3-phenyl-1,2,4-thiadiazol-5-yl)-1,4-dihydro-1,8-naphthyridine-3-carboxylic acid C1(=CC=CC=C1)C1=NSC(=N1)N1C=C(CC2=CC=CN=C12)C(=O)O